ClC=1C=C2C(OCC3=CC(=CC=C3C3=CC(=C(C(NS(C(C1O)=C2)(=O)=O)=C3)F)F)F)=O 13-Chloro-5,19,20-trifluoro-14-hydroxy-16,16-dioxo-9-oxa-16λ6-thia-17-azatetracyclo[16.3.1.111,15.02,7]tricosa-1(21),2,4,6,11,13,15(23),18(22),19-nonaen-10-one